CCCCCCCCCCCCCCCCCCCCCCC(=O)SCCNC(=O)CCNC(=O)[C@@H](C(C)(C)COP(=O)(O)OP(=O)(O)OC[C@@H]1[C@H]([C@H]([C@@H](O1)N2C=NC3=C(N=CN=C32)N)O)OP(=O)(O)O)O The molecule is a very long-chain fatty acyl-CoA that results from the formal condensation of the thiol group of coenzyme A with the carboxy group of tricosanoic acid. It derives from a tricosanoic acid. It is a conjugate acid of a tricosanoyl-CoA(4-).